hexaanimine iridium [Ir].C(CCCCC)=N